C1(CCC1)C(=O)N1CCN(CC1)S(=O)(=O)N(C1=CC(=CC=C1)F)CC=1N=C2N(C=CC(=C2)C=2OC(=NN2)C(F)F)C1 4-(cyclobutanecarbonyl)-N-((7-(5-(difluoromethyl)-1,3,4-oxadiazol-2-yl)imidazo[1,2-a]pyridin-2-yl)methyl)-N-(3-fluorophenyl)piperazine-1-sulfonamide